(S)-N-(2-fluoro-3-(1-((1-methyl-1H-pyrazolo[3,4-b]pyrazin-6-yl)amino)ethyl)phenyl)-5-methylnicotinamide FC1=C(C=CC=C1[C@H](C)NC1=CN=C2C(=N1)N(N=C2)C)NC(C2=CN=CC(=C2)C)=O